ethyl 5-(1-ethoxyvinyl)-1-(4-fluorophenyl)-4,6-dimethyl-2-oxo-1,2-dihydropyridine-3-carboxylate C(C)OC(=C)C=1C(=C(C(N(C1C)C1=CC=C(C=C1)F)=O)C(=O)OCC)C